(R)-6-(1-azabicyclo[2.2.1]heptan-4-yl)-8-bromo-4-((1-(3,3-difluoro-2,3-dihydrobenzofuran-7-yl)ethyl)amino)-2-methylpyrido[4,3-d]pyrimidin-7(6H)-one N12CCC(CC1)(C2)N2C=C1C(N=C(N=C1N[C@H](C)C1=CC=CC=3C(COC31)(F)F)C)=C(C2=O)Br